F[P-](F)(F)(F)(F)F.CN1CN(C=C1)C 1,3-dimethylimidazole hexafluorophosphate